5-[1-(cyclopropylmethyl)-5,6-dihydro-2H-pyridin-3-yl]cyclopentane-1,2-diol C1(CC1)CN1CC(=CCC1)C1CCC(C1O)O